CC1N(CCNC1)C(=O)OOC1=C(C(=CC=C1C#N)Br)Cl (3-bromo-2-chloro-6-cyanophenoxy) methylpiperazine-1-carboxylate